(S)-5-bromo-N-(2-isopropoxypropyl)-2-nitroaniline BrC=1C=CC(=C(NC[C@H](C)OC(C)C)C1)[N+](=O)[O-]